r-biphenyl-3,3'-dicarboxylic acid C1(=CC(=CC=C1)C(=O)O)C1=CC(=CC=C1)C(=O)O